CC1(OB(OC1(C)C)CCC[C@H]1[C@H](N(C[C@@H]1NCC(F)(F)F)C(=O)OC(C)(C)C)C(=O)OC)C 1-(tert-butyl) 2-methyl (2S,3R,4R)-3-(3-(4,4,5,5-tetramethyl-1,3,2-dioxaborolan-2-yl)propyl)-4-((2,2,2-trifluoroethyl)amino)pyrrolidine-1,2-dicarboxylate